(S)-9-benzyl-3-(trifluoromethyl)-5,6,7,7a,8,9,10,11-octahydropyrazino[1,2-d]pyrido[3,2-b][1,4]diazepine C(C1=CC=CC=C1)N1C[C@H]2N(C3=C(NCC2)C=C(C=N3)C(F)(F)F)CC1